Trans-racemic-2-{[(3R,4R)-1-acryloyl-3-methylpiperidin-4-yl]amino}-N-ethyl-5H-pyrrolo[2,3-b]pyrazine-7-carboxamide C(C=C)(=O)N1C[C@H]([C@@H](CC1)NC=1N=C2C(=NC1)NC=C2C(=O)NCC)C |r|